1-(3-chloro-6-hydroxy-2-methoxyphenyl)-1-ethanone ClC=1C(=C(C(=CC1)O)C(C)=O)OC